Cl[Si](O[Si](O[Si](O[Si](C1=CC=CC=C1)(C)C)(C)C)(C)C)(C)C 1-chloro-1,1,3,3,5,5,7,7-octamethyl-7-phenyltetrasiloxane